2-Ethyl-iron acetate C(C)(=O)[O-].CC[Fe+]